FC(C1=NN(C(=C1F)N)C)F 3-(difluoromethyl)-4-fluoro-1-methyl-1H-pyrazol-5-amine